FC1=C(O[C@@H]2C[C@@]3([C@@H](CN(C3)C[C@@H](C3=CC=C(C=C3)O)O)C2)O)C=CC(=C1)F (3aS,5S,6aR)-5-(2,4-difluorophenoxy)-2-((R)-2-hydroxy-2-(4-hydroxyphenyl)ethyl)hexahydrocyclopenta[c]pyrrol-3a(1H)-ol